t-Butyl-6-(5-chloro-2H-benzo-triazole-2-yl)-4-methylphenol C(C)(C)(C)C1=C(C(=CC(=C1)C)N1N=C2C(=N1)C=CC(=C2)Cl)O